BrC1=CC=C(C=C1)OC1=C2C(C=C(OC2=CC=C1)C(=O)N[C@@H]([C@@H](C)CC)C(=O)O)=O (5-((4-bromophenyl)oxy)-4-oxo-4H-chromene-2-carbonyl)-L-isoleucine